COC(=O)C1=C(C(=NN1)C)OCC1=CC=CC=C1 4-benzyloxy-3-methyl-1H-pyrazole-5-carboxylic acid methyl ester